C(C)C=1C(NC=2C=C(C=NC2C1)CN1CCN(CC1)C=1C=CC(=NC1)C(=O)N[C@@H]1COCC1)=O (S)-5-(4-((7-ethyl-6-oxo-5,6-dihydro-1,5-naphthyridin-3-yl)methyl)piperazin-1-yl)-N-(tetrahydrofuran-3-yl)pyridineamide